N-Boc-3-acetyl-pyrrolidine C(=O)(OC(C)(C)C)N1CC(CC1)C(C)=O